O=C1CN(CCN1)C=1C=C(C=CC1)NC(NC1=NC(=NC=C1)N1[C@@H](CCC1)C(=O)N)=O (S)-1-(4-(3-(3-(3-oxopiperazin-1-yl)phenyl)ureido)pyrimidin-2-yl)pyrrolidine-2-carboxamide